N4-[2-(6-methyl-2-pyridyl)pyrimidin-4-yl]-N2-[5-(piperazin-1-ylmethyl)-3-thienyl]pyrimidine-2,4-diamine CC1=CC=CC(=N1)C1=NC=CC(=N1)NC1=NC(=NC=C1)NC1=CSC(=C1)CN1CCNCC1